1-[4-(6-Methyl-pyridine-3-sulfonyl)-phenyl]-3-(1H-pyrazol-4-ylmethyl)-urea CC1=CC=C(C=N1)S(=O)(=O)C1=CC=C(C=C1)NC(=O)NCC=1C=NNC1